3-phenyl-1H-pyrazine-2-one C1(=CC=CC=C1)C=1C(NC=CN1)=O